FC=1C=C2N(C(C=3N(C2=CC1)C=CC3)=O)CC(N3CCCCC3)=O 7-fluoro-5-[2-oxo-2-(piperidin-1-yl)ethyl]-4H,5H-pyrrolo[1,2-a]quinoxalin-4-one